(±)-methyl 2-cyclopropyl-4-[3-[(4,5-dichloro-1-methyl-indole-2-carbonyl)amino] tetrahydrofuran-3-yl]benzoate C1(CC1)C1=C(C(=O)OC)C=CC(=C1)[C@]1(COCC1)NC(=O)C=1N(C2=CC=C(C(=C2C1)Cl)Cl)C |r|